FC(C=1C=2N(C=C(C1)C=1C=C(C=CC1)[C@@H](C)N(C(=O)N[C@H](CC)CCC(F)(F)F)CC)C=CN2)F 1-((R)-1-(3-(8-(difluoromethyl)imidazo[1,2-a]pyridin-6-yl)phenyl)ethyl)-1-ethyl-3-((R)-6,6,6-trifluorohexan-3-yl)urea